N-Methyl-1-(2-oxo-1,2,3,4-tetrahydroquinolin-4-yl)methanaminium chloride [Cl-].C[NH2+]CC1CC(NC2=CC=CC=C12)=O